4-(6-methyl-2H-chromen-4-yl)-1H-imidazole CC=1C=C2C(=CCOC2=CC1)C=1N=CNC1